CCN([C@@H](CC(=O)O)C(=O)O)CCCCCC N-2-ethylhexyl-aspartic acid